ClC=1C=C2C=C(NC2=CC1OCC=1N=CSC1)CNC(=O)N1CC(CC1)O N-((5-chloro-6-(thiazol-4-ylmethoxy)-1H-indol-2-yl)methyl)-3-hydroxypyrrolidine-1-carboxamide